Trans-4-acetyl-cyclohexane tert-Butyl-(3-cyano-4-(3-(ethylthio)-5-fluoro-1-hydroxy-7,9-dihydrofuro[3,4-f]quinazolin-6-yl)-5-fluorobenzo[b]thiophen-2-yl)carbamate C(C)(C)(C)N(C(O)=O)C1=C(C2=C(S1)C=CC(=C2C=2C1=C(C=3C(=NC(=NC3C2F)SCC)O)COC1)F)C#N.C(C)(=O)C1CCCCC1